2,3,6-triethyl-5-methyl-4-methoxyphenol C(C)C1=C(C(=C(C(=C1CC)OC)C)CC)O